(2S,3R,4R)-1-acetyl-4-((5-cyano-6-methylpyridin-2-yl)amino)-2-cyclopropyl-3-methyl-1,2,3,4-tetrahydroquinoline-6-carboxamide C(C)(=O)N1[C@H]([C@@H]([C@H](C2=CC(=CC=C12)C(=O)N)NC1=NC(=C(C=C1)C#N)C)C)C1CC1